NC1=C2N=CN(C2=NC(=N1)Cl)C=1C=C(N(OC1)CO)O 5-(6-amino-2-chloro-purin-9-yl)-2-(hydroxymethyl)oxazin-3-ol